CC1N(CCCC1C1=CC=CC=C1)C(=O)NCCCCC1=CC=CC=C1 2-methyl-3-phenyl-N-(4-phenylbutyl)piperidine-1-carboxamide